ClC1=CC(=C2CCN(CC2=C1)C(C(C)(C)O)=O)[C@H]1N(CCC1)C(=O)OC(C)(C)C (S)-tert-butyl 2-(7-chloro-2-(2-hydroxy-2-methylpropionyl)-1,2,3,4-tetrahydroisoquinoline-5-yl)pyrrolidine-1-carboxylate